FC=1C(=C(C(=O)O)C=CC1)NC 3-fluoro-2-(methylamino)benzoic acid